C(#N)C1=CC=C(C=C1)C1=NC(=C2C(=N1)N(N=C2)C2CCCCC2)NC(=O)C=2SC(=CC2)[N+](=O)[O-] N-(6-(4-cyanophenyl)-1-cyclohexyl-1H-pyrazolo[3,4-d]pyrimidin-4-yl)-5-nitrothiophene-2-carboxamide